C(C)(C)(C)OC(=O)N1C(CCCC1C)C 2,6-dimethylpiperidine-1-carboxylic acid tert-butyl ester